N-(4-((6-((1s,3s)-3-cyanocyclobutoxy)-2-(1,1-difluoroethyl)pyrimidin-4-yl)amino)-5-methoxypyridin-2-yl)acetamide C(#N)C1CC(C1)OC1=CC(=NC(=N1)C(C)(F)F)NC1=CC(=NC=C1OC)NC(C)=O